C(#N)C=1C(=NC(=NC1)NC1=CC=C(C=C1)S(=O)(=O)N)C=1C=NN(C1)CCO 4-((5-cyano-4-(1-(2-hydroxyethyl)-1H-pyrazol-4-yl)pyrimidin-2-yl)amino)benzenesulfonamide